1-(difluoromethoxy)-3-iodobenzene FC(OC1=CC(=CC=C1)I)F